FC1=C(C(=C(C=C1OC)OC)F)N1C(N(C2=C(C1)C=NC(=C2)C=2C(=NN(C2)C)C)C2=NN(C=C2)C)=O 3-(2,6-difluoro-3,5-dimethoxyphenyl)-7-(1,3-dimethyl-1H-pyrazol-4-yl)-1-(1-methyl-1H-pyrazol-3-yl)-3,4-dihydropyrido[4,3-d]pyrimidin-2(1H)-one